C(N)(=O)C1=NC=CC(=C1)NC(=O)C=1N(N=C2C(=CC=CC12)C(F)(F)F)CC1OCCCC1 N-(2-carbamoylpyridin-4-yl)-2-(oxan-2-ylmethyl)-7-(trifluoromethyl)indazole-3-carboxamide